C[C@]12CC(C[C@](CC1)(N2)C)C(=C)C=2N=CC(=NC2)C2=C(C=C(C=C2)N2C=NC=C2)O 2-(5-(1-((1r,3s,5s)-1,5-dimethyl-8-azabicyclo[3.2.1]oct-3-yl)vinyl)pyrazin-2-yl)-5-(1H-imidazol-1-yl)phenol